ClC=1C=CC(=NC1)CN 1-(5-chloro-pyridin-2-yl)-methanamine